FC(C1=CC=C(OC2CCN(CC2)C(=O)C2=CC=C(C=C2)C2(COC2)O)C=C1)F (4-(4-(difluoromethyl)phenoxy)piperidin-1-yl)(4-(3-hydroxyoxetan-3-yl)phenyl)methanone